COCCNC(=O)C1=CN=C2N1C=C(C=C2)C=2C(=NC=CC2)C2=NC(=CC=C2)C N-(2-Methoxyethyl)-6-(6'-methyl-[2,2'-bipyridin]-3-yl)imidazo[1,2-a]pyridin-3-carboxamid